2-(4-fluorophenyl)-9-methoxy[1,2,4]triazolo[1,5-c]quinazolin FC1=CC=C(C=C1)C1=NN2C=NC=3C=CC(=CC3C2=N1)OC